BrC1=C2C(=CNC2=CC=C1)CO (4-bromo-1H-indole-3-yl)methanol